3-(3-chloro-2-ethylanilino)-2-(3-{[(2S)-4-methylmorpholin-2-yl]methoxy}pyridin-4-yl)-1,5,6,7-tetrahydro-4H-pyrrolo[3,2-c]pyridin-4-one ClC=1C(=C(NC2=C(NC3=C2C(NCC3)=O)C3=C(C=NC=C3)OC[C@@H]3CN(CCO3)C)C=CC1)CC